(2R,3S,4S,5R)-3-[2-[3-[tert-butyl(dimethyl)silyl]oxycyclobutoxy]-3,4-difluoro-phenyl]-4,5-dimethyl-5-(trifluoromethyl)tetrahydrofuran-2-carboxylic acid [Si](C)(C)(C(C)(C)C)OC1CC(C1)OC1=C(C=CC(=C1F)F)[C@H]1[C@@H](O[C@]([C@H]1C)(C(F)(F)F)C)C(=O)O